C(=CC1=C(C=C(C=C1)NC1=NC(=NC(=N1)NC1=CC=CC=C1)N(CCO)CCO)S(=O)(=O)[O-])C1=C(C=C(C=C1)NC1=NC(=NC(=N1)NC1=CC=CC=C1)N(CCO)CCO)S(=O)(=O)[O-].[Na+].[Na+] disodium 2,2'-ethene-1,2-diylbis[5-({4-anilino-6-[bis(2-hydroxyethyl) amino]-1,3,5-triazin-2-yl}amino)benzenesulfonate]